C(C)(=O)NCC1CCN(CC1)CC1=CC(=NC(=C1)C1=CC(=CC(=C1)Cl)Cl)OC=1C=NC(=NC1)N1CCN(CC1)CCC(=O)N 3-(4-(5-((4-((4-(acetamidomethyl)piperidin-1-yl)methyl)-6-(3,5-dichlorophenyl)pyridin-2-yl)oxy)pyrimidin-2-yl)piperazin-1-yl)propanamide